tert-butyl (1-((3-chloro-2-fluorobenzyl)carbamoyl)cyclopentyl)carbamate ClC=1C(=C(CNC(=O)C2(CCCC2)NC(OC(C)(C)C)=O)C=CC1)F